3-(perfluoro-n-hexyl)-1,2-epoxypropane FC(C(C(C(C(C(F)(F)F)(F)F)(F)F)(F)F)(F)F)(CC1CO1)F